ClC1=C(C(=NN1C)C1=NOC(=C1)C)CN1C(C2(CC1)CCN(CC2)CCC(C)(C)C)=O 2-((5-Chloro-1-methyl-3-(5-methylisoxazol-3-yl)-1H-pyrazol-4-yl)methyl)-8-(3,3-dimethylbutyl)-2,8-diazaspiro[4.5]decan-1-one